NCC=1C=C(C=CC1)C1=CC2=C(OC(=C2COC2=C(C=CC=C2)CC(=O)O)C)C2=C1OC(=C2)C 2-(2-((5-(3-(aminomethyl)phenyl)-2,7-dimethylbenzo[1,2-b:3,4-b']difuran-3-yl)methoxy)phenyl)acetic acid